3-[2-(3,4-dichlorophenoxy)acetamido]-N-(pyridin-4-yl)bicyclo[1.1.1]pentane-1-carboxamide ClC=1C=C(OCC(=O)NC23CC(C2)(C3)C(=O)NC3=CC=NC=C3)C=CC1Cl